tert-Butyl (S)-3-(2',4'-Difluorobiphenyl-4-yl)-3-(3-(4-hydroxy-1,6-dimethyl-2-oxo-1,2-dihydropyridin-3-yl)ureido)propanoat FC1=C(C=CC(=C1)F)C1=CC=C(C=C1)[C@H](CC(=O)OC(C)(C)C)NC(=O)NC=1C(N(C(=CC1O)C)C)=O